N-(3-acetoxy-4-hydroxy-5-(4-chlorophenyl)-2-furanyl)succinimide C(C)(=O)OC1=C(OC(=C1O)C1=CC=C(C=C1)Cl)N1C(CCC1=O)=O